FC(C1=CC(=C2N=CC(=NC2=C1)OC)C=1SC2=C(N1)C(=CC1=C2OC[C@@H](O1)CO)C)F (S)-(2-(7-(difluoromethyl)-2-methoxyquinoxalin-5-yl)-4-methyl-7,8-dihydro-[1,4]dioxino[2',3':3,4]benzo[1,2-d]thiazol-7-yl)methanol